N-[2-chloro-4-(trifluoromethyl)phenyl](6-ethyl-5-{4-[(5-hydroxy-6-methyl-4-pyrimidinyl)carbonyl]-1-piperazinyl}-4-oxo-2-(6-quinolyl)-1,3,3a,7-tetraaza-7-indenyl)acetamide ClC1=C(C=CC(=C1)C(F)(F)F)NC(CN1C(=C(C(N2N=C(N=C12)C=1C=C2C=CC=NC2=CC1)=O)N1CCN(CC1)C(=O)C1=NC=NC(=C1O)C)CC)=O